lithium bis(trifluoromethane-sulfonyl)imide [Li+].C(F)(F)(F)S(=O)(=O)[N-]S(=O)(=O)C(F)(F)F